CC(C(=O)O)CCCCCCCCCCCCCC.C(CCCCCCCCCCCCCCC)(=O)OC methyl palmitate (METHYL PALMITATE)